strontium (i) (3R,4R,5S,6R)-3-(hydroxyamino)-6-(hydroxymethyl)tetrahydro-2H-pyran-2,4,5-triol ON[C@H]1C(O[C@@H]([C@H]([C@@H]1O)O)CO)O.[Sr+]